C1(CCCC1)N[C@@H]1[C@H](CCCC1)CC=1C(=C2CN(C(C2=CC1)=O)C1C(NC(CC1)=O)=O)F 3-(5-(((1R,2S)-2-(cyclopentylamino)cyclohexyl)methyl)-4-fluoro-1-oxoisoindolin-2-yl)piperidine-2,6-dione